COC=1C=C(C(=O)C=2C=C(NC2)C(=O)OC)C=CC1 methyl 4-(3-methoxybenzoyl)-1H-pyrrole-2-carboxylate